3-[[1,3-dihydroxy(hydroxymethyl)propan-2-yl]amino]-2-hydroxypropane-1-sulfonic acid OCC(C(O)CO)NCC(CS(=O)(=O)O)O